Methylvalin CN[C@@H](C(C)C)C(=O)O